2,6-bis(methoxymethyl)-4-isopropyl-phenol COCC1=C(C(=CC(=C1)C(C)C)COC)O